FCCCN1CC(CC1)NC=1C=NC=CC1 N-(1-(3-fluoropropyl)pyrrolidin-3-yl)pyridin-3-amine